C(C1=CC=CC=C1)SC1=CN=C(S1)OC 5-(benzylsulfanyl)-2-methoxy-1,3-thiazole